C1(=CC=CC=C1)N1C=[N+](C=C1)C1=C(C=CC=C1C(C)C)C(C)C 1-phenyl-3-(2,6-diisopropylphenyl)imidazolium